[F-].C(CCCCCCCC)[NH+]1CC(CC1)CC 1-nonyl-3-ethylpyrrolidinium fluoride salt